5-amino-2-[6-cyclopropyl-2-(pyrimidin-2-ylamino)-3-pyridyl]-6-[5-(trideuteriomethyl)-1H-indazol-4-yl]pyrimidine-4-carboxamide NC=1C(=NC(=NC1C1=C2C=NNC2=CC=C1C([2H])([2H])[2H])C=1C(=NC(=CC1)C1CC1)NC1=NC=CC=N1)C(=O)N